tert-butyl 4-(5-((S)-1-((2S,4R)-4-hydroxy-2-(((S)-1-(4-(4-methylthiazol-5-yl)phenyl)ethyl)carbamoyl)pyrrolidin-1-yl)-3-methyl-1-oxobutan-2-yl)isoxazol-3-yl)piperazine-1-carboxylate O[C@@H]1C[C@H](N(C1)C([C@@H](C(C)C)C1=CC(=NO1)N1CCN(CC1)C(=O)OC(C)(C)C)=O)C(N[C@@H](C)C1=CC=C(C=C1)C1=C(N=CS1)C)=O